[N+](=O)([O-])N(C)CN(C)[N+](=O)[O-] 2,4-dinitro-2,4-diazapentane